BrC1=CC=C(C=C1)NC(=O)NC1=CC=C2C=CNC2=C1 1-(4-bromophenyl)-3-(1H-indol-6-yl)urea